2,7-bis(naphthalen-2-yl)spiro[fluorene-9,9'-xanthene] C1=C(C=CC2=CC=CC=C12)C1=CC2=C(C=C1)C1=CC=C(C=C1C21C2=CC=CC=C2OC=2C=CC=CC12)C1=CC2=CC=CC=C2C=C1